(4-((4-(ethylamino)-3-(trifluoromethyl)-1H-pyrrolo[2,3-b]pyridin-6-yl)amino)-3-methoxyphenyl)(methyl)(4-morpholinopiperidin-1-yl)phosphine oxide C(C)NC1=C2C(=NC(=C1)NC1=C(C=C(C=C1)P(N1CCC(CC1)N1CCOCC1)(C)=O)OC)NC=C2C(F)(F)F